6-cyclopropyl-1H-pyrazolo[3,4-d]Pyrimidin-4-ol C1(CC1)C1=NC(=C2C(=N1)NN=C2)O